CC(CCN1C[C@@H]2[C@H](C1)CC(C2)NC2=NC=C(C=N2)C2=CC1=CN(N=C1C=C2)C)(C)C (3aR,5s,6aS)-2-(3,3-dimethyl-butyl)-N-(5-(2-methyl-2H-indazol-5-yl)pyrimidin-2-yl)octahydro-cyclopenta[c]pyrrol-5-amine